FC1=C(C=CC(=C1)F)N1CCN(CC1)C(=O)C1=C(OC=2N=CN=C(C21)NC2(CC2)C)C 5-[4-(2,4-difluorophenyl)piperazine-1-carbonyl]-6-methyl-N-(1-methylcyclopropyl)furo[2,3-d]pyrimidin-4-amine